2-(4-(5-chloro-2-(4-chloro-1H-1,2,3-triazol-1-yl)phenyl)-2,5-dioxopiperazin-1-yl)-3-(tetrahydro-2H-pyran-2-yl)propanoic acid ClC=1C=CC(=C(C1)N1CC(N(CC1=O)C(C(=O)O)CC1OCCCC1)=O)N1N=NC(=C1)Cl